C[C@H](CCCC(C)C)[C@H]1CC[C@@H]2[C@@]1(CC[C@H]3C2=CC[C@@H]4[C@@]3(CC[C@@H](C4)O)C)C cholesta-7-enol